3-(3-Acetylphenyl)-2-aminopropionic acid methyl ester COC(C(CC1=CC(=CC=C1)C(C)=O)N)=O